1,1-di-tert-butoxycarbonyl-2-(trifluoromethylsulfonyl)guanidine C(C)(C)(C)OC(=O)N(C(=NS(=O)(=O)C(F)(F)F)N)C(=O)OC(C)(C)C